tertiary butyl-silver sulfide [S-2].C(C)(C)(C)[Ag]